N1CCC(CC1)C(CC)NC=1C=C(C=CC1C(F)(F)F)C1=NNC(O1)=O 5-[3-{[1-(Piperidin-4-yl)propyl]amino}-4-(trifluoromethyl)phenyl]-1,3,4-oxadiazol-2(3H)-one